5-(6-((1S,6R,7R)-7-(aminomethyl)-7-(2-fluorophenyl)-3-azabicyclo[4.1.0]heptan-3-yl)-1H-pyrazolo[3,4-b]pyrazin-3-yl)-2-methylisoquinolin-1(2H)-one NC[C@@]1([C@@H]2CCN(C[C@H]12)C1=CN=C2C(=N1)NN=C2C2=C1C=CN(C(C1=CC=C2)=O)C)C2=C(C=CC=C2)F